O=C(CC(=O)OCC)COCCCCCCCCCC=C ethyl 3-oxo-4-undec-10-enoxy-butanoate